NC(CC(=O)NC1=C(C=C(C=C1F)S(=O)(=O)NC1=CN=CS1)F)=N 5-[[4-[(3-Amino-3-imino-propanoyl)amino]-3,5-difluorophenyl]sulfonylamino]thiazol